2-(difluoromethoxy)-N-[(1S,2S)-2-[(4-fluorophenoxy)methyl]cyclopentyl]-6-pyrimidin-2-yl-benzamide FC(OC1=C(C(=O)N[C@@H]2[C@H](CCC2)COC2=CC=C(C=C2)F)C(=CC=C1)C1=NC=CC=N1)F